benzo[c][1,2,5]thiadiazole N=1SN=C2C1C=CC=C2